4-((5-(dimethylphosphoryl)quinoxalin-6-yl)amino)pyrimidine-5-carboxylic acid isopropyl ester C(C)(C)OC(=O)C=1C(=NC=NC1)NC=1C(=C2N=CC=NC2=CC1)P(=O)(C)C